C(C)(C)(C)OC(=O)N1CCC2(CC2C2=NC3=C(N2C[C@H]2OCC2)C=C(C=C3)C(=O)OC)CC1 methyl 2-(6-(tert-Butoxycarbonyl)-6-azaspiro[2.5]oct-1-yl)-1-((S)-oxetan-2-ylmethyl)-1H-benzo[d]imidazole-6-carboxylate